3-(4-(bromomethyl)-phenyl)-1-propylpyridin-2(1H)-one BrCC1=CC=C(C=C1)C=1C(N(C=CC1)CCC)=O